sebacic acid, 1,10-bis(2,2,6,6-tetramethyl-4-piperidyl) ester C(CCCCCCCCC(=O)OC1CC(NC(C1)(C)C)(C)C)(=O)OC1CC(NC(C1)(C)C)(C)C